BrCCOC1OCCCC1 2-(2-bromo-ethoxy)tetrahydropyran